N-(2-(3,5-dimethyl-1H-pyrazol-1-yl)quinolin-8-yl)-3-isopropoxy-benzamide CC1=NN(C(=C1)C)C1=NC2=C(C=CC=C2C=C1)NC(C1=CC(=CC=C1)OC(C)C)=O